COC=1C=C(CCN2C(=NC=3C(N(C=CC32)[C@H](C(=O)OC)CC(C)C)=O)C)C=CC1OC methyl (2S)-2-{1-[(3,4-dimethoxybenzyl)methyl]-2-methyl-4-oxo-1,4-dihydro-5H-imidazo[4,5-c]pyridin-5-yl}-4-methylpentanoate